[Si](C)(C)(C(C)(C)C)O[C@H]1[C@@H](O[C@@H]([C@@]1(O)I)CO)N1C(=O)N=C(N)N=C1 1-(2'-O-(tert-Butyldimethylsilyl)-3'-iodo-β-D-xylofuranosyl)-5-azacytosine